C(C)(C)(C)C1=C(C=C(C=C1C(=O)O)C(=O)O)C1=CC=CC=C1 tert-butyl-3,5-dicarboxyl-1,1'-biphenyl